N-[(4S)-3,4-dihydro-2H-1-benzopyran-4-yl]-8-isopropyl-2-methyl-3-[(1r,4r)-4-(trifluoromethyl)cyclohexyl]imidazo[1,2-b]pyridazine-7-carboxamide O1CC[C@@H](C2=C1C=CC=C2)NC(=O)C2=C(C=1N(N=C2)C(=C(N1)C)C1CCC(CC1)C(F)(F)F)C(C)C